OC=1C(C=C(OC1)COC1=CC=C2C(=C(C(OC2=C1)=O)C)C)=O 7-((5-hydroxy-4-oxo-4H-pyran-2-yl)methoxy)-3,4-dimethylcoumarin